[Na].CN(C)CC(CC)(O)C N,N-dimethylamino-2-methyl-2-butanol sodium salt